1-cyclopropyl-6-[2-fluoro-4-[3-(4-methylpiperazin-1-yl)propoxy]phenoxy]indazole-5-carboxamide C1(CC1)N1N=CC2=CC(=C(C=C12)OC1=C(C=C(C=C1)OCCCN1CCN(CC1)C)F)C(=O)N